OC[C@H]1[C@@H]([C@@H]2CN(CCCCN12)C(=O)NC1=CC=C(C=C1)OC)C1=CC=C(C=C1)C#CC1=NC=CC=C1 (8R,9R,10R)-10-(hydroxymethyl)-N-(4-methoxyphenyl)-9-(4-(pyridin-2-ylethynyl)phenyl)-1,6-diazabicyclo[6.2.0]decane-6-carboxamide